2-(2,5-dihydroxy-4-sulfobenzamido)-5-hydroxybenzoic acid OC1=C(C(=O)NC2=C(C(=O)O)C=C(C=C2)O)C=C(C(=C1)S(=O)(=O)O)O